(2S,3S,4R,5R)-5-(2-(5-chloropyridin-3-yl)-6-(((4-(trifluoromethyl)pyridin-2-yl)methyl)amino)-9H-purin-9-yl)-3,4-dihydroxyl-N-methyltetrahydrofuran-2-formamide ClC=1C=C(C=NC1)C1=NC(=C2N=CN(C2=N1)[C@H]1[C@@H]([C@@H]([C@H](O1)C(=O)NC)O)O)NCC1=NC=CC(=C1)C(F)(F)F